methyl 5-[4-(6-nitro-3-pyridyl)piperazin-1-yl]pyridine-2-carboxylate [N+](=O)([O-])C1=CC=C(C=N1)N1CCN(CC1)C=1C=CC(=NC1)C(=O)OC